C(C1=CC=CC=C1)N1N=C(C=C1)C=1C=C(C=CC1)C=1C=C(C=NC1)NC(C)=O N-(5-(3-(1-benzyl-1H-pyrazol-3-yl)phenyl)pyridin-3-yl)acetamide